N1SCCC1 azathiolane